ClC(C)(C)OP(=O)(OC(C)(C)Cl)OC(C)(C)Cl tris-(chloroisopropyl)-phosphate